S1C=NC2=C1C=CC(=C2)NC2=CC=NC1=CC(=CC=C21)C2=CC=C(C(=O)N(C)C)C=C2 4-(4-(benzo[d]thiazol-5-ylamino)quinolin-7-yl)-N,N-dimethylbenzamide